Methyl 3-(1-(2-chlorobenzoyl)piperidin-4-yl)-2-oxo-2,3-dihydro-1H-benzo[d]imidazole-5-carboxylate ClC1=C(C(=O)N2CCC(CC2)N2C(NC3=C2C=C(C=C3)C(=O)OC)=O)C=CC=C1